7-Methyl-2H-1,5-benzodioxepin-3(4H)-one CC1=CC2=C(OCC(CO2)=O)C=C1